COCOC1=C(C=CC=C1)OCOC 1,2-bis(methoxymethoxy)benzene